5-{4-amino-6-fluoropyrrolo[2,1-f][1,2,4]triazin-7-yl}-N-[(3R,4S)-1-(2,2-difluorocyclopropanecarbonyl)-4-fluoropyrrolidin-3-yl]-2-methoxypyridine-3-carboxamide NC1=NC=NN2C1=CC(=C2C=2C=C(C(=NC2)OC)C(=O)N[C@@H]2CN(C[C@@H]2F)C(=O)C2C(C2)(F)F)F